methyl 1-(5-((4-fluorobenzyl) oxy)-2,3-dihydro-1H-inden-1-yl)-azetidine-3-carboxylate FC1=CC=C(COC=2C=C3CCC(C3=CC2)N2CC(C2)C(=O)OC)C=C1